CC1=NC(=CC(=N1)NC1=NN2C(C=C(C=C2)C2=C(C=NN2C)OC[C@@H]2N(CC2)C(=O)OC(C)(C)C)=C1)C (R)-tert-butyl 2-(((5-(2-((2,6-dimethylpyrimidin-4-yl)amino)pyrazolo[1,5-a]pyridin-5-yl)-1-methyl-1H-pyrazol-4-yl)oxy)methyl)azetidine-1-carboxylate